N[C@@H]1C2=CC=CC=C2CC12CCN(CC2)C=2N=CC(=NC2)SC2=CC1=C(B(OC1)O)C=C2Cl (S)-5-((5-(1-amino-1,3-dihydrospiro[indene-2,4'-piperidin]-1'-yl)pyrazin-2-yl)thio)-6-chlorobenzo[c][1,2]oxaborol-1(3H)-ol